4-Cyclopropyl-N-((4,4-difluorocyclohexyl)(5-(1-((S)-4-(difluoromethyl)-2-oxoimidazolidin-1-yl)-2-methoxyethyl)benzo[d]oxazol-2-yl)methyl)-1,2,5-oxadiazole-3-carboxamide C1(CC1)C=1C(=NON1)C(=O)NC(C=1OC2=C(N1)C=C(C=C2)C(COC)N2C(N[C@@H](C2)C(F)F)=O)C2CCC(CC2)(F)F